4-(azepin-6-yl)pyridin-1-ium bromide [Br-].N1C=CC=CC(=C1)C1=CC=[NH+]C=C1